[NH4+].[NH4+].P(=O)(O)(O)OCCNC(OC1=C2[C@H]3[C@H](C(OC2=CC(=C1)CCCCC)(C)C)CC=C(C3)C)=O (6aR,10aR)-6,6,9-trimethyl-3-pentyl-6a,7,10,10a-tetrahydro-6H-benzo[c]chromen-1-yl (2-(phosphonooxy)ethyl)carbamate di-ammonium salt